hexa(naphthyl)naphthol ethyl-3-chloro-5-(4-cyclopropyl-3-{pyrazolo[1,5-a]pyridin-4-yl}-1,2-thiazole-5-amido)pyridine-2-carboxylate C(C)C1=C(C(=NC=C1NC(=O)C1=C(C(=NS1)C=1C=2N(C=CC1)N=CC2)C2CC2)C(=O)OC2=C(C(=C(C1=C(C(=C(C=C21)C2=CC=CC1=CC=CC=C21)C2=CC=CC1=CC=CC=C21)C2=CC=CC1=CC=CC=C21)C2=CC=CC1=CC=CC=C21)C2=CC=CC1=CC=CC=C21)C2=CC=CC1=CC=CC=C21)Cl